2-[2-[(Z)-3-(4-Bromophenyl)prop-2-enoyl]phenoxy]-4-phenylbutanoic acid BrC1=CC=C(C=C1)\C=C/C(=O)C1=C(OC(C(=O)O)CCC2=CC=CC=C2)C=CC=C1